CC1=C(C=2N(C=C1C1=C(C3=NC=4CN(CCC4C=C3N1)CC(=O)N)C(C)C)N=CN2)C 2-(2-(7,8-Dimethyl-[1,2,4]triazolo[1,5-a]pyridin-6-yl)-3-isopropyl-1,5,7,8-Tetrahydro-6H-pyrrolo[3,2-b][1,7]naphthyridin-6-yl)acetamide